4-(4-(7-oxa-2-azaspiro[3.5]nonan-2-ylmethyl)-3-methylbenzylamino)-2-(2,6-dioxopiperidin-3-yl)isoindoline-1,3-dione C1N(CC12CCOCC2)CC2=C(C=C(CNC1=C3C(N(C(C3=CC=C1)=O)C1C(NC(CC1)=O)=O)=O)C=C2)C